FC(C1=C(C=CC(=C1)N)C1=CC=C(C=C1)N)(F)F 2-trifluoromethyl-4,4'-diaminobiphenyl